2-[(2R,4S)-2-(6-benzyloxy-3-pyridyl)tetrahydropyran-4-yl]-4-[2-fluoro-4-(trifluoromethyl)phenyl]-6-methoxy-7-methyl-pteridine C(C1=CC=CC=C1)OC1=CC=C(C=N1)[C@@H]1OCC[C@@H](C1)C1=NC2=NC(=C(N=C2C(=N1)C1=C(C=C(C=C1)C(F)(F)F)F)OC)C